C(#N)CC(CN1CCN(CC1)C(=O)C1=C(C=C(C#N)C=C1)F)N1C=C(C=C1)C=1C2=C(N=CN1)NC=C2 4-[(4-{3-cyano-2-{3-(7H-pyrrolo[2,3-d]pyrimidin-4-yl)-1H-pyrrol-1-yl}propyl}piperazin-1-yl)carbonyl]-3-fluorobenzonitrile